bis(2,2,3,3,4,4,4-heptafluoro-n-butyl)ethylphosphinic acid FC(CC(CP(O)=O)CC(C(C(F)(F)F)(F)F)(F)F)(C(C(F)(F)F)(F)F)F